C(C)(C)(C)OC(CNCCN([C@@H](CC(=O)OC(C)(C)C)C(=O)OC(C)(C)C)CCNCC(OC(C)(C)C)=O)=O di-tert-butyl N,N-bis(2-((2-(tert-butoxy)-2-oxoethyl)amino)ethyl)aspartate